CN1C(NC2=C1C=CC(=C2)[N+](=O)[O-])=O 1-Methyl-5-nitro-1,3-dihydro-2H-benzo[d]imidazol-2-one